O1COC2=C1C=CC(=C2)CN benzo[d][1,3]Dioxol-5-ylmethylamine